[C-]#N.[C-]#N.[C-]#N.CCCCCC hexane tricyanide